NC1=NNC(=N1)N (3,5-diamino)-1,2,4-triazole